FC(C1=CC(=NC=C1C1=NC(=NC(=N1)N1CCOCC1)N1CCSCC1)N)F 4-(difluoromethyl)-5-(4-morpholino-6-thiomorpholino-1,3,5-triazin-2-yl)pyridine-2-amine